4-(2-methoxyphenyl)-6-methyl-N-(5-(1-methyl-1H-1,2,3-triazole-4-carbonyl)-5,6-dihydro-4H-pyrrolo[3,4-d]thiazol-2-yl)nicotinamide COC1=C(C=CC=C1)C1=CC(=NC=C1C(=O)NC=1SC2=C(N1)CN(C2)C(=O)C=2N=NN(C2)C)C